N-(4-methoxybenzyl)-N-methyl-3-(2-methyl-2,3-dihydroimidazolo[2,1-b]oxazol-6-yl)-4-((6-(trifluoromethoxy)pyridin-3-yl)amino)benzenesulfonamide COC1=CC=C(CN(S(=O)(=O)C2=CC(=C(C=C2)NC=2C=NC(=CC2)OC(F)(F)F)C=2N=C3OC(CN3C2)C)C)C=C1